1-methyl-3-[(4-nitrophenoxy)-methyl]-benzene CC1=CC(=CC=C1)COC1=CC=C(C=C1)[N+](=O)[O-]